FC(C(=O)O)(F)F.C(C1=CC=CC=C1)N1CC(C(CC1)N1CCC2(CC1)CCNCC2)(F)F 3-(1-Benzyl-3,3-difluoropiperidin-4-yl)-3,9-diazaspiro[5.5]undecane trifluoroacetate